BrC=1C=C(C(=NC1C)N)I 5-Bromo-3-iodo-6-methylpyridin-2-amine